(3S,4R)-4-[(5-chloro-7-{4-[1-(difluoromethyl)cyclopropyl]phenyl}imidazo[4,3-f][1,2,4]triazin-2-yl)amino]oxan-3-ol ClC=1N=C(N2N=C(N=CC21)N[C@H]2[C@@H](COCC2)O)C2=CC=C(C=C2)C2(CC2)C(F)F